C(CCCCC(=O)OCOC(=O)N1C=C(C2=CC=CC=C12)CCN(C)C)(=O)OC(C)(C)C tert-Butyl (((3-(2-(dimethylamino)ethyl)-1H-indole-1-carbonyl)oxy)methyl) adipate